ClC1(C(C2=C(N(C(NC2=O)=O)C=2C(=NC=CC2C)C(C)C)NC1=O)=O)Cl 6,6-Dichloro-1-(2-isopropyl-4-methylpyridin-3-yl)pyrido[2,3-d]pyrimidine-2,4,5,7(1H,3H,6H,8H)-tetraone